Cl.C(C1=CC=CC=C1)OC1=NC=2CNCCC2C=C1 2-(benzyloxy)-5,6,7,8-tetrahydro-1,7-naphthyridine hydrochloride